FC1(C(C2=C(C=CC(=C2C1)OCC1(CC(C1)(F)F)C#N)SC(F)(F)F)O)F 1-(((2,2-difluoro-1-hydroxy-7-(trifluoromethylsulfanyl)-2,3-dihydro-1H-inden-4-yl)oxy)methyl)-3,3-difluorocyclobutane-1-carbonitrile